Genistein-d4 [2H]C1=C(C(=C(C(=C1C2=COC3CC(CC(C3C2=O)O)O)[2H])[2H])O)[2H]